3,6-di-(tert-butyl)-9H-carbazole C(C)(C)(C)C=1C=CC=2NC3=CC=C(C=C3C2C1)C(C)(C)C